BrC1=C2C=CN(C2=C(C=C1)C(=O)NC1CC2(CCC2)C1)CC1=CC=C(C=C1)C(C)(C)C (Sa)-6-(4-bromo-1-(4-(tert-butyl)benzyl)-1H-indole-7-carboxamido)spiro[3.3]heptane